methyl (1S,4aR)-1-ethoxy-7-((4-((3,5,6-trimethylpyrazin-2-yl) methyl) piperazin-1-yl) methyl)-1,4a,5,7a-tetrahydrocyclopenta[c]pyran-4-carboxylate hydrochloride Cl.C(C)O[C@H]1OC=C([C@H]2C1C(=CC2)CN2CCN(CC2)CC2=NC(=C(N=C2C)C)C)C(=O)OC